6-(azetidin-3-yloxy)-N-(4,4-difluorocyclohexyl)-2-(4-methylthiazol-2-yl)pyrimidin-4-amine N1CC(C1)OC1=CC(=NC(=N1)C=1SC=C(N1)C)NC1CCC(CC1)(F)F